C(CCC\C=C/CC)OC(CCCCCCCNCC(CO)O)OCCCC\C=C/CC 3-((8,8-bis(((Z)-oct-5-en-1-yl)oxy)octyl)amino)propane-1,2-diol